4-[(3-methanesulfonylpyridin-2-yl)amino]-N-(2H3)methyl-6-[(1S)-spiro[2.2]pentane-1-amido]pyridazine-3-carboxamide CS(=O)(=O)C=1C(=NC=CC1)NC1=C(N=NC(=C1)NC(=O)[C@H]1CC12CC2)C(=O)NC([2H])([2H])[2H]